6'-chloro-1'-(2-(1,1-difluoroethyl) pyrimidin-4-yl)-1',2'-dihydrospiro[piperidine-4,3'-pyrrolo[3,2-c]pyridine]-1-carboxylate ClC1=CC2=C(C=N1)C1(CN2C2=NC(=NC=C2)C(C)(F)F)CCN(CC1)C(=O)[O-]